FC1=C(C(=C(C=C1)CC#N)F)F Trifluoro-benzeneacetonitrile